CNCC1=NN2C(=NC(=C(C2=O)C=2C=NN(C2)CC(C(F)(F)F)(F)F)C(F)(F)F)S1 2-[(methylamino)methyl]-6-[1-(2,2,3,3,3-pentafluoropropyl)-1H-pyrazol-4-yl]-7-(trifluoromethyl)-5H-[1,3,4]thiadiazolo[3,2-a]pyrimidin-5-one